NC1=NN2C(N=C(C=C2)N2C(C3CC3C2)C=2C(=NC=C(C2)F)CC[C@@H](C)N)=C1C(=O)O 2-amino-5-(2-(2-((R)-3-aminobutyl)-5-fluoropyridin-3-yl)-3-azabicyclo[3.1.0]hex-3-yl)pyrazolo[1,5-a]pyrimidine-3-carboxylic acid